ethyl-2-cyano-2-(hydroxyimino)acetate C(C)OC(C(=NO)C#N)=O